N1-(2,6-diethylphenyl)-N2-((S)-1-(((S)-4-hydroxy-3-oxo-1-((S)-2-oxopiperidin-3-yl)butan-2-yl)amino)-4-methyl-1-oxopentan-2-yl)oxalamide C(C)C1=C(C(=CC=C1)CC)NC(C(=O)N[C@H](C(=O)N[C@@H](C[C@H]1C(NCCC1)=O)C(CO)=O)CC(C)C)=O